(2-mercaptomethyl-4-phenyl-butyryl)-(5-tetrazol-1-YL-methyl-thiophene-2-YL)-acetic acid SCC(C(=O)C(C(=O)O)C=1SC(=CC1C)N1N=NN=C1)CCC1=CC=CC=C1